8,8'-(((1R,3S)-3-hydroxycyclopent-yl)azanediyl)bis-(N,N-didecyloctan-amide) O[C@@H]1C[C@@H](CC1)N(CCCCCCCC(=O)N(CCCCCCCCCC)CCCCCCCCCC)CCCCCCCC(=O)N(CCCCCCCCCC)CCCCCCCCCC